C(C)(C)(C)NC(=O)C=1C=C(C=NC1)C=1C(=CC(=C(C1)NC(=O)C1=CNC(C=C1C(F)(F)F)=O)N1C[C@H](N([C@H](C1)C)C)C)F |r| N-[5-[5-(tert-butylcarbamoyl)pyridin-3-yl]-4-fluoro-2-[rac-(3R,5S)-3,4,5-trimethylpiperazin-1-yl]phenyl]-6-oxo-4-(trifluoromethyl)-1H-pyridine-3-carboxamide